S1C(=CC2=C1C=CC=C2)C(=O)N2CCCCC2 1-[(1-benzothiophen-2-yl)carbonyl]piperidin